1-[3-(2-methoxyethoxy)pyridin-2-yl]methylamine COCCOC=1C(=NC=CC1)CN